COC(=O)C=1N(C2=C(C(=CC=C2C1CCCO)Cl)C1=C2N(N=C1CNC)CCC2)C 6-chloro-3-(3-hydroxypropyl)-1-methyl-7-(2-((methylamino)methyl)-5,6-dihydro-4H-pyrrolo[1,2-b]pyrazol-3-yl)-1H-indole-2-carboxylic acid methyl ester